N-[1-benzyl-4-(5-chloro-3-fluoro-2-pyridyl)-4-piperidyl]-4-(trifluoromethoxy)benzenesulfonamide C(C1=CC=CC=C1)N1CCC(CC1)(C1=NC=C(C=C1F)Cl)NS(=O)(=O)C1=CC=C(C=C1)OC(F)(F)F